5-methylthiophen-3-yl[1,2,4]triazolo[1,5-c]quinazolin CC1=CC(=CS1)C1=NN2C=NC=3C=CC=CC3C2=N1